(methylsulfinyl)oct-2-ene CS(=O)CC=CCCCCC